6-hydrazinopyridine-3-carboxic acid N(N)C1=CC=C(C=N1)C(=O)O